7-chloro-1-heptanol ClCCCCCCCO